2-[2-[[6-methoxy-5-[2-[(trimethylammonio)methyl]morpholine-4-carbonyl]-1,3-benzothiazol-2-yl]methylcarbamoyl]indan-2-yl]acetate COC1=CC2=C(N=C(S2)CNC(=O)C2(CC3=CC=CC=C3C2)CC(=O)[O-])C=C1C(=O)N1CC(OCC1)C[N+](C)(C)C